C(C)(=O)NC1C[C@H]2CC(C[C@H]2C1)C(=O)NC1=NC=C(C(=C1)C=1C=C(N2CC(CC12)(C)C)C#N)F (2r,3aR,5s,6aS)-5-acetamido-N-(4-(5-cyano-2,2-dimethyl-2,3-dihydro-1H-pyrrolizin-7-yl)-5-fluoropyridin-2-yl)octahydropentalene-2-carboxamide